acetic acid 2-((1-((3-((4-cyanobenzyl) carbamoyl)-1-methyl-7-oxo-4,5-dihydro-1H-pyrazolo[3,4-c]pyridin-6(7H)-yl) methyl) cyclopropyl) sulfonyl)-2-methylpropyl ester C(#N)C1=CC=C(CNC(=O)C2=NN(C=3C(N(CCC32)CC3(CC3)S(=O)(=O)C(COC(C)=O)(C)C)=O)C)C=C1